3,6-difluoro-2-[3-(4-piperidylmethoxy)quinoxalin-6-yl]oxy-benzonitrile hydrochloride Cl.FC=1C(=C(C#N)C(=CC1)F)OC=1C=C2N=C(C=NC2=CC1)OCC1CCNCC1